N1CC[C@@H](CCC1)NCC(C1=CC=CC=C1)C=1C=CC(=C(C1)C=1C(=CC=CC1F)C(=O)N)Cl 5'-(2-(((R)-azepan-4-yl)amino)-1-phenylethyl)-2'-chloro-6-fluoro-[1,1'-biphenyl]-2-carboxamide